C(C)C=1OC2=C(C(C1C)=O)C=CC(=C2)OC 2-ethyl-7-methoxy-3-methyl-4H-benzopyran-4-one